NC1(CCCC1)COC=1C=C(C=C(C1C#N)SC)C1=CN=C2N1C(=CC=C2)C#N 3-(3-((1-aminocyclopentyl)methoxy)-4-cyano-5-(methylthio)phenyl)imidazo[1,2-a]pyridine-5-carbonitrile